N-benzyl-6-{4-[(6-methoxypyridin-3-yl)oxy]piperidin-1-yl}-5-methylpyridazine-3-carboxamide C(C1=CC=CC=C1)NC(=O)C=1N=NC(=C(C1)C)N1CCC(CC1)OC=1C=NC(=CC1)OC